1-((5-methyl-2-phenyloxazol-4-yl)methyl)piperidin CC1=C(N=C(O1)C1=CC=CC=C1)CN1CCCCC1